BrC1=C(SC2=C1N(C(=C2)C(=O)OC)CC2=CC=C(C=C2)C(F)(F)F)F methyl 3-bromo-2-fluoro-4-(4-(trifluoromethyl) benzyl)-4H-thieno[3,2-b]pyrrole-5-carboxylate